N-(1-(2-aminoethyl)cyclopropyl)-4-bromo-2-nitroaniline NCCC1(CC1)NC1=C(C=C(C=C1)Br)[N+](=O)[O-]